4-(4-(((3-aminooxetan-3-yl)methyl)amino)-6-methylquinazolin-2-yl)-2,3,4,5-tetrahydropyrido[3,4-f][1,4]thiazepine NC1(COC1)CNC1=NC(=NC2=CC=C(C=C12)C)N1CCSC2=C(C1)C=NC=C2